(E)-2-cyano-3-(1-(pyrimidin-2-yl)-1H-indol-3-yl)acrylic acid C(#N)/C(/C(=O)O)=C\C1=CN(C2=CC=CC=C12)C1=NC=CC=N1